(1-(9H-fluoren-9-yl)-3-oxo-2,7,10-trioxa-4-azatridecan-13-yl)-L-glutamic acid C1=CC=CC=2C3=CC=CC=C3C(C12)COC(NCCOCCOCCCN[C@@H](CCC(=O)O)C(=O)O)=O